1,3-dioxoisoindol-2-yl 3-phenylpropionate C1(=CC=CC=C1)CCC(=O)ON1C(C2=CC=CC=C2C1=O)=O